3-(5-methyl-2-propan-2-yl-cyclohexyl)oxypropane-1,2-diol CC1CCC(C(C1)OCC(CO)O)C(C)C